N,N-bis(4-methoxybenzyl)-1H-pyrazole-4-sulfonamide COC1=CC=C(CN(S(=O)(=O)C=2C=NNC2)CC2=CC=C(C=C2)OC)C=C1